methyl 3-(N-(2-(3-hydroxypiperidin-1-yl)-5-(trifluoromethyl) phenyl) sulfamoyl)-4-methoxybenzoate OC1CN(CCC1)C1=C(C=C(C=C1)C(F)(F)F)NS(=O)(=O)C=1C=C(C(=O)OC)C=CC1OC